(R)-4-(5-cyclopropyl-7-(5-methylpyridin-3-yl)-7H-pyrrolo[2,3-d]pyrimidin-4-yl)-2-methylpiperazine-1-carboxylic acid tert-butyl ester C(C)(C)(C)OC(=O)N1[C@@H](CN(CC1)C=1C2=C(N=CN1)N(C=C2C2CC2)C=2C=NC=C(C2)C)C